F[C@H]1C[C@@H](N(C1)C=1C=CC=2N(N1)C(=CN2)C2=NC=CC(=N2)C[C@@H](C)O)C=2C(=NC=C(C2)F)OC (R)-1-(2-(6-((2R,4S)-4-fluoro-2-(5-fluoro-2-methoxypyridin-3-yl)pyrrolidine-1-yl)imidazo[1,2-b]pyridazin-3-yl)pyrimidin-4-yl)propan-2-ol